Br.BrCCCCCCNC1=NC(=CC(=N1)N)N N-(6-bromo-hexyl)pyrimidine-2,4,6-triamine hydrobromide